4-((7H-PYRROLO[2,3-D]PYRIMIDIN-4-YL)OXY)-2-FLUOROANILINE N1=CN=C(C2=C1NC=C2)OC2=CC(=C(N)C=C2)F